methyl 2-(4-(2-(7-(5-chloropyrimidin-2-yl)-7-azaspiro[3.5]nonan-1-yl)ethoxy)-2-fluorophenyl)acetate ClC=1C=NC(=NC1)N1CCC2(CCC2CCOC2=CC(=C(C=C2)CC(=O)OC)F)CC1